C1(CCC2=CC=CC=C12)C1=C(SC=2N3C(COCC21)=NN=C3C)C 3-(2,3-dihydro-1H-inden-1-yl)-2,9-dimethyl-4H,6H-thieno[2,3-e][1,2,4]triazolo[3,4-c][1,4]oxazepine